C(C)(C)C1=NOC=N1 3-isopropyl-1,2,4-oxadiazol